2-(1-ethylpiperidin-4-yl)-1-(2-(5-phenylpyridin-2-yl)morpholino)ethan-1-one C(C)N1CCC(CC1)CC(=O)N1CC(OCC1)C1=NC=C(C=C1)C1=CC=CC=C1